1-chloro-3-[4-(trifluoromethoxy)phenyl]propan-2-amine ClCC(CC1=CC=C(C=C1)OC(F)(F)F)N